N[C@@H]1C[C@@H]([C@@H]2[C@H]1OC(O2)(C)C)O |r| (+/-)-(3aR,4S,6R,6aS)-6-amino-2,2-dimethyltetrahydro-4H-cyclopenta[d][1,3]dioxol-4-ol